COC1CCC(CC1)CCC#N 3-((1r,4s)-4-Methoxycyclohexyl)propanenitrile